biotinamidohexanide C(CCCC[C@@H]1SC[C@@H]2NC(=O)N[C@H]12)(=O)N[CH-]CCCCC